ClC1=C(C(=CC=C1)C)N1C(N(C2=NC(=NC=C2C1)NC1=C(C=C(C=C1)C1CCN(CC1)C)OC)C1=NC=C(C=C1)OC)=O 3-(2-chloro-6-methylphenyl)-7-(2-methoxy-4-(1-methylpiperidin-4-yl)phenylamino)-1-(5-methoxypyridin-2-yl)-3,4-dihydropyrimido[4,5-d]pyrimidin-2(1H)-one